4-((4-(3-iodo-4-methoxybenzamido)phenyl)sulfonyl)thiomorpholine-3-carboxylic acid IC=1C=C(C(=O)NC2=CC=C(C=C2)S(=O)(=O)N2C(CSCC2)C(=O)O)C=CC1OC